tert-butyl 5-((6-chloropyridin-2-yl)carbamoyl)-3,3-difluoropiperidine-1-carboxylate ClC1=CC=CC(=N1)NC(=O)C1CC(CN(C1)C(=O)OC(C)(C)C)(F)F